but-2-enoic acid (E)-3,7-dimethyloct-2,6-dien-1-yl ester C\C(=C/COC(C=CC)=O)\CCC=C(C)C